ClC1=C(C=CC(=C1)Cl)[C@H](CC)N(C(C1=CC(=CC=C1)F)=O)CC=1C=NC=CC1 (S)-N-(1-(2,4-dichlorophenyl)propyl)-3-fluoro-N-(pyridin-3-ylmethyl)benzamide